13-docosanol CCCCCCCCCCCCC(CCCCCCCCC)O